hydroxy-3-oxo-17α-pregna-4,6-diene-21-carboxylic acid OC(C[C@@H]1CC[C@H]2[C@@H]3C=CC4=CC(CC[C@]4(C)[C@H]3CC[C@]12C)=O)C(=O)O